2-Amino-4-t-butylphenol NC1=C(C=CC(=C1)C(C)(C)C)O